L-glutamic acid N,N-diacetic acid sodium [Na].C(CN([C@@H](CCC(=O)O)C(=O)O)CC(=O)O)(=O)O